N-(3-((R*)-1-((R)-2-(4-chloro-3-cyanobenzoyl)-3-methyl-10-oxo-1,2,3,4,7,8-hexahydropyrido[4',3':3,4]pyrazolo[1,5-a]pyrazin-9(10H)-yl)ethyl)phenyl)methanesulfonamide ClC1=C(C=C(C(=O)N2CC=3C(=NN4C3C(N(CC4)[C@H](C)C=4C=C(C=CC4)NS(=O)(=O)C)=O)C[C@H]2C)C=C1)C#N |o1:18|